N=1N=CN(C1)\N=C\C=1SC2=C(C1O)C=CC=C2 2-[(E)-(4H-1,2,4-Triazol-4-ylimino)methyl]-1-benzothiophene-3-ol